6-methyl-3,4-dichlorocoumarin CC=1C=C2C(=C(C(OC2=CC1)=O)Cl)Cl